FC(C1NC=NC2=CC=CC=C12)(F)F 4-(trifluoromethyl)-3,4-dihydroquinazolin